tert-butyl (3S,4R)-3-fluoro-4-[[3-fluoro-4-[[4-(4-hydroxy-4-methyl-1-piperidyl)-5-(trifluoromethyl)pyrimidin-2-yl]amino]phenyl]sulfonylamino]piperidine-1-carboxylate F[C@H]1CN(CC[C@H]1NS(=O)(=O)C1=CC(=C(C=C1)NC1=NC=C(C(=N1)N1CCC(CC1)(C)O)C(F)(F)F)F)C(=O)OC(C)(C)C